6,6-dimethyl-8-(2-(6-(trifluoromethyl)imidazo[1,2-a]pyridin-3-yl)pyrimidin-4-yl)-5-oxa-2,8-diazaspiro[3.5]nonane CC1(OC2(CNC2)CN(C1)C1=NC(=NC=C1)C1=CN=C2N1C=C(C=C2)C(F)(F)F)C